boc-N-(5-(4-chloro-6-morpholino-1,3,5-triazin-2-yl)-4-(difluoromethyl)pyrimidin-2-yl)carbamic acid tert-butyl ester C(C)(C)(C)OC(N(C1=NC=C(C(=N1)C(F)F)C1=NC(=NC(=N1)Cl)N1CCOCC1)C(=O)OC(C)(C)C)=O